C(C)(C)N(CCC1=CNC2=C(C=CC=C12)OC(C(C)C)=O)C isobutyric acid 3-(2-(isopropyl (methyl) amino) ethyl)-1H-indol-7-yl ester